4-(((trans)-4-(4-(piperidin-1-yl)phenyl)cyclohexyl)thio)-1H-1,2,3-triazole-5-carboxylic acid 2,2,2-trifluoroacetate FC(C(=O)O)(F)F.N1(CCCCC1)C1=CC=C(C=C1)[C@@H]1CC[C@H](CC1)SC=1N=NNC1C(=O)O